ClC1=NC=CC(=N1)NC1=CC(=NN1)C1CCCC1 2-chloro-N-(3-cyclopentyl-1H-pyrazol-5-yl)pyrimidine-4-amine